C1(CCCC1)C(C=1C=C(C(=O)N2CC3(C4=CC(=CC=C24)NS(=O)(=O)C)CCCCC3)C=CC1)O N-(1'-(3-(cyclopentyl(hydroxy)methyl)benzoyl)spiro[cyclohexane-1,3'-indolin]-5'-yl)methanesulfonamide